5-(triethoxysilyl)dihydro-2'H-spiro[bicyclo[2.2.1]heptane-2,3'-furan]-2'-one C(C)O[Si](C1C2CC3(C(OCC3)=O)C(C1)C2)(OCC)OCC